FC1([C@@H]2[C@H]3[C@H]4CN([C@@H]([C@H]4[C@@H]([C@H]12)C3)C(=O)OC)C(=O)OC(C)(C)C)F 4-tert-butyl 3-methyl (1S,2S,3S,6R,7R,8R,10S)-9,9-difluoro-4-azatetracyclo[5.3.1.0^{2,6}.0^{8,10}]undecane-3,4-dicarboxylate